Methyl (S)-2-((4-bromo-5-fluoro-2-oxopyridin-1(2H)-yl)methyl)-1-(4,4-dimethyltetrahydrofuran-3-yl)-1H-benzo[d]imidazole-6-carboxylate BrC1=CC(N(C=C1F)CC1=NC2=C(N1[C@@H]1COCC1(C)C)C=C(C=C2)C(=O)OC)=O